Ethyl (2-amino-6-((4-(trifluoromethoxy)benzyl)amino)pyridin-3-yl)carbamate NC1=NC(=CC=C1NC(OCC)=O)NCC1=CC=C(C=C1)OC(F)(F)F